C(C)C=1C(=CC(=NC1)N[C@@H]1CN(CCC1)C(=O)OC(C)(C)C)C1=NN(C2=NC=CC=C21)C(C2=CC=CC=C2)(C2=CC=CC=C2)C2=CC=CC=C2 tert-butyl (3S)-3-[[5-ethyl-4-(1-tritylpyrazolo[3,4-b]pyridin-3-yl)pyridin-2-yl]amino]piperidine-1-carboxylate